tert-butyl (cis-7-(3-cyano-5-fluorophenoxy)-3-hydroxy-4-((trifluoromethyl)sulfonyl)-2,3-dihydro-1H-inden-1-yl)carbamate C(#N)C=1C=C(OC=2C=CC(=C3[C@H](C[C@H](C23)NC(OC(C)(C)C)=O)O)S(=O)(=O)C(F)(F)F)C=C(C1)F